CC1=C(C2=C(N=CN=C2NC2(CC2)C)O1)C(=O)NC1(CC1)C(C)C 6-methyl-4-[(1-methylcyclopropyl)amino]-N-[1-(propan-2-yl)cyclopropyl]furo[2,3-d]pyrimidine-5-carboxamide